Tert-Butyl 2-(2-methoxypropan-2-yl)morpholine-4-carboxylate COC(C)(C)C1CN(CCO1)C(=O)OC(C)(C)C